4,4'-(((2-methylenepropane-1,3-diyl)bis(oxy))bis(6-methoxybenzo[b]-thiophene-5,2-diyl))bis(4-oxobutanoic acid) C=C(COC1=CC2=C(SC(=C2)C(CCC(=O)O)=O)C=C1OC)COC1=CC2=C(SC(=C2)C(CCC(=O)O)=O)C=C1OC